3-(3-([1,1'-biphenyl]-3-yl)acryloyl)oxazolidin-2-one-5,5-d2 C1(=CC(=CC=C1)C=CC(=O)N1C(OC(C1)([2H])[2H])=O)C1=CC=CC=C1